ethyl 3-(3-chloro-3-phenylpropyl)-1H-pyrazole-5-carboxylate ClC(CCC1=NNC(=C1)C(=O)OCC)C1=CC=CC=C1